C(C)(C)OC=1C=C(C(=O)N2CCN(CC2)C=2C=C3CN(C(C3=CC2)=O)C2C(NC(CC2)=O)=O)C=CC1[N+](=O)[O-] 3-(5-(4-(3-isopropoxy-4-nitrobenzoyl)piperazin-1-yl)-1-oxoisoindolin-2-yl)piperidine-2,6-dione